[2-(2,6-dioxopiperidin-3-yl)-4-methoxy-3-oxo-2,3-dihydro-1H-isoindol-5-yl]methyl N-[2-fluoro-4-(4-fluorophenoxy) phenyl]carbamate FC1=C(C=CC(=C1)OC1=CC=C(C=C1)F)NC(OCC=1C(=C2C(N(CC2=CC1)C1C(NC(CC1)=O)=O)=O)OC)=O